COC1=CC=C(CC2=CC=C(C=C2)C2=CC=CC=C2)C=C1 4-(4-methoxybenzyl)-1,1'-biphenyl